COC1=CC(=CC(=C1OC)OC)CC2=C(N=C(N=C2Cl)N)N The molecule is an aminopyrimidine, the structure of which is that of trimethoprim (pyrimidine 2,4-diamine and 1,2,3-trimethoxybenzene moieties linked by a methylene bridge) carrying a 6-chloro substituent. It is an aminopyrimidine and an organochlorine compound. It derives from a trimethoprim.